C(C)(C)(C)OC(NC(C(=O)N(C)OC)CC1=C(C(=CC=C1)Cl)F)=O {3-(3-chloro-2-fluorophenyl)-1-[methoxy(methyl)amino]-1-oxopropan-2-yl}carbamic acid tert-butyl ester